propionic acid-succinimidyl ester C1(CCC(N1OC(CC)=O)=O)=O